C(\C=C/C(=O)O)(=O)O.C(CCCC)NC(=N)N=N N-pentyl-iminoguanidine maleate